C(C)OC[C@@]1(CN(CC1)C(C)(C)C1=CC=CC=C1)CCC1=CC=C(C=C1)S(=O)(=O)C (S)-3-(ethoxymethyl)-3-(4-(methylsulfonyl)phenethyl)-1-(2-phenylpropan-2-yl)pyrrolidine